1-(bromoethynyl)-4-bromobenzene BrC#CC1=CC=C(C=C1)Br